C(#N)C=1C=CC(=NC1)NS(=O)(=O)C1=CC=C(C=C1)C N-(5-cyanopyridin-2-yl)-4-methylbenzenesulfonamide